C[N+](C)(C)CCO.C(C(=O)O)C(CC(=O)O)(C(=O)[O-])O Choline dihydrogencitrate salt